C(CCCCCCC)C(CCCCCCCC)OC(CCCCCCCOC(=O)[C@H]1N(CC(C1)O)C(CCCCC(OCCCCCCCCCCC)=O)=O)=O (2S)-4-hydroxy-1-(6-oxo-6-undecoxy-hexanoyl)pyrrolidine-2-carboxylic acid [8-(1-octylnonyloxy)-8-oxo-octyl] ester